1-(6-(4-fluorophenyl)pyridin-3-yl)-ethanone FC1=CC=C(C=C1)C1=CC=C(C=N1)C(C)=O